COC1=NC=C(C=C1)OC([2H])([2H])[2H] 2-methoxy-5-(trideuteromethoxy)pyridine